(Z)-2-(4-(1-(2-(2,6-dioxopiperidin-3-yl)-1,3-dioxoisoindol-5-yl)azetidin-3-yl)piperazin-1-yl)-N-(5-((5-fluoro-2-oxoindole-3-ylidene)methyl)-4-methyl-1H-pyrrol-3-yl)acetamide O=C1NC(CCC1N1C(C2=CC=C(C=C2C1=O)N1CC(C1)N1CCN(CC1)CC(=O)NC1=CNC(=C1C)\C=C\1/C(NC2=CC=C(C=C12)F)=O)=O)=O